CCCCCCC(CC=CCC(CCCCCC)OC1=CC=C(C=C1)CCC(C)=O)OC1=CC=C(C=C1)CCC(C)=O 4'-((octadec-9-en-7,12-diylbis(oxy))bis(4,1-phenylene))bis(butan-2-one)